ClC1=C(C=C(C=C1)C1=NN(C(=N1)CC(=O)NCC1=NC(=CC(=C1)C)C)CC)OC(C)C 2-[3-(4-chloro-3-isopropyloxyphenyl)-1-ethyl-1H-1,2,4-triazol-5-yl]-N-[(4,6-dimethylpyridin-2-yl)methyl]acetamide